FC=1C=NC(=NC1)N1CCN(CC1)C(=O)C=1C=C(CN2N=C3C(=CC=CC3=C2)C(=O)N)C=CC1 2-(3-(4-(5-fluoropyrimidin-2-yl)piperazine-1-carbonyl)benzyl)-2H-indazole-7-carboxamide